CC=1C=C(C(=O)N[C@@H](C(C)C)C(=O)OC)C=CC1C Methyl (3,4-dimethylbenzoyl)-L-valinate